BrC=1C=C2C=C(C=NC2=CC1)C(=O)OC methyl 6-bromoquinoline-3-carboxylate